ClC=1C=C2CNC=3C=C(C=CC3C2=CC1)OC 8-chloro-3-methoxy-5,6-dihydrophenanthridine